((1R,4R,7R)-7-amino-2-azabicyclo[2.2.1]heptan-2-yl)(2-(1-(2-hydroxyethyl)-2,3-dihydro-1H-pyrrolo[1,2,3-de]quinoxalin-5-yl)-7-methoxy-1-methyl-1H-benzo[d]imidazol-5-yl)methanone N[C@H]1[C@@H]2N(C[C@H]1CC2)C(=O)C2=CC1=C(N(C(=N1)C1=CC=3C=4N1CCN(C4C=CC3)CCO)C)C(=C2)OC